2-({5-[3-amino-2,6-dioxo-4-(trifluoromethyl)-3,6-dihydropyrimidine-1(2H)-yl]-2-chlorobenzoyl}oxy)-2-methylpropanoic acid NN1C(N(C(C=C1C(F)(F)F)=O)C=1C=CC(=C(C(=O)OC(C(=O)O)(C)C)C1)Cl)=O